trihexyl-(tetradecyl)phosphine proline salt N1[C@@H](CCC1)C(=O)O.C(CCCCC)P(CCCCCCCCCCCCCC)(CCCCCC)CCCCCC